tert-butyl-N-[3-(8-cyanoquinolin-5-yl)-5-(trifluoromethyl)-3-azabicyclo[3.1.0]hexane-1-yl]carbamic acid tert-butyl ester C(C)(C)(C)OC(N(C12CN(CC2(C1)C(F)(F)F)C1=C2C=CC=NC2=C(C=C1)C#N)C(C)(C)C)=O